triMethylolethane CC(CO)(CO)CO